N1C(=NC2=C1C=CC=C2)C=2C=CC(=C(C2)NC(C2=CC=C(C=C2)OCC2=CC=CC=C2)=O)C N-[5-(1H-1,3-benzodiazol-2-yl)-2-methylphenyl]-4-(benzyloxy)benzamide